4-chloro-N-cyclopropyl-2-fluoro-5-(1-{6-methanesulfonylimidazo[1,2-a]pyridin-3-yl}-1H-pyrazol-4-yl)benzamide ClC1=CC(=C(C(=O)NC2CC2)C=C1C=1C=NN(C1)C1=CN=C2N1C=C(C=C2)S(=O)(=O)C)F